FC=1C=C(C=C(C1)F)[C@@H]1CC[C@H]2OC3(C(N21)=O)CCN(CC3)C(=O)C=3C(=NC=CC3)C (5'S,7a'R)-5'-(3,5-difluorophenyl)-1-(2-methylpyridine-3-carbonyl)tetrahydro-3'H-spiro[piperidine-4,2'-pyrrolo[2,1-b]-[1,3]oxazol]-3'-one